tert-butyl 6-[6-(3-aminophenyl)-7-[4-fluoro-2-(2-methoxyethoxy)phenyl]thieno[3,2-c]pyridin-4-yl]-3,4-dihydro-1H-isoquinoline-2-carboxylate NC=1C=C(C=CC1)C1=C(C2=C(C(=N1)C=1C=C3CCN(CC3=CC1)C(=O)OC(C)(C)C)C=CS2)C2=C(C=C(C=C2)F)OCCOC